1-(2-trimethylsilylethoxymethyl)pyrazole-4-carbonitrile C[Si](CCOCN1N=CC(=C1)C#N)(C)C